(stearyl) silicate [Si](OCCCCCCCCCCCCCCCCCC)([O-])([O-])[O-]